IC(CCCOC(C)=O)C 4-iodopentylacetate